N[C@H]1OCCC(C1)C(=O)NC(CC1=CC=C(C=C1)C1=CC=C(C=C1)[14C]#N)C#N (S)-Amino-N-(1-cyano-2-(4'-[14C]-cyanobiphenyl-4-yl)ethyl)tetrahydro-2H-pyran-4-carboxamide